N1-(6-chloro-1-(3,4-dichlorophenyl)-9H-carbazol-2-yl)ethane-1,2-diamine ClC=1C=C2C=3C=CC(=C(C3NC2=CC1)C1=CC(=C(C=C1)Cl)Cl)NCCN